5-(2-methoxy-N-methylacetamido)-1-(pyrrolidine-1-carbonyl)-3,4-dihydroisoquinoline COCC(=O)N(C)C1=C2CCN=C(C2=CC=C1)C(=O)N1CCCC1